8-bromo-3,6-dimethyl-2-(oxetan-3-yl)quinazolin-4(3H)-one BrC=1C=C(C=C2C(N(C(=NC12)C1COC1)C)=O)C